Ethyl 2-[4-bromo-2-[2-[5-chloro-2-[(6-chloro-2-pyridyl)oxymethyl]-3-fluoro-phenyl]ethoxymethyl]-5-fluoro-phenyl]acetate BrC1=CC(=C(C=C1F)CC(=O)OCC)COCCC1=C(C(=CC(=C1)Cl)F)COC1=NC(=CC=C1)Cl